(3R,10R)-3-((1H-pyrazol-1-yl)methyl)-7-((2S,5R)-4-acryloyl-2,5-dimethylpiperazin-1-yl)-9-chloro-10-(5-methyl-1H-indazol-4-yl)-2,3-dihydro-5H-[1,4]oxazino[2,3,4-ij]quinazolin-5-one N1(N=CC=C1)C[C@@H]1COC=2C(=C(C=C3C(=NC(N1C23)=O)N2[C@H](CN([C@@H](C2)C)C(C=C)=O)C)Cl)C2=C3C=NNC3=CC=C2C